4-[(2-Amino-ethyl)(5-chlorobenzoxazol-2-yl)amino]butan-2-one-bis-methanesulfonic acid salt CS(=O)(=O)O.CS(=O)(=O)O.NCCN(CCC(C)=O)C=1OC2=C(N1)C=C(C=C2)Cl